BrN1CCCC2=CC=C(C=C12)[N+](=O)[O-] bromo-7-nitro-1,2,3,4-tetrahydroquinoline